COC1=CC=C(C=N1)C1=CC=C(CN(C(=O)C2CCCCC2)C=2C=C(C=CC2)/C=C/C(=O)OC)C=C1 methyl (E)-3-(3-(N-(4-(6-methoxypyridin-3-yl)benzyl)cyclohexanecarboxamido)phenyl)acrylate